1h,4h,5h,6h,7h-pyrazolo[3,4-c]pyridine-6-carboxylate N1N=CC2=C1CN(CC2)C(=O)[O-]